1,3,5-tris(di(ethenyloxy)stibanyl)benzene C(=C)O[Sb](C1=CC(=CC(=C1)[Sb](OC=C)OC=C)[Sb](OC=C)OC=C)OC=C